COC1=C(C(=O)NCCS(=O)(=O)C)C(=CC(=C1)N1C=NC2=C1C=CC(=C2)C=2C=NN(C2)C)OC 2,6-dimethoxy-4-[5-(1-methylpyrazol-4-yl)benzimidazol-1-yl]-N-(2-methylsulfonylethyl)benzamide